3-fluoro-2-[4-[[(1s,3s)-3-hydroxycyclohexyl]amino]pyrido[3,4-d]pyridazin-1-yl]-5-(trifluoromethyl)phenol FC=1C(=C(C=C(C1)C(F)(F)F)O)C1=C2C(=C(N=N1)N[C@@H]1C[C@H](CCC1)O)C=NC=C2